C1(=CC=CC=C1)C=1N=CC(=NC1C1=CC=CC=C1)N1[C@@H](CCC1)COCCOCC(=O)O (S)-2-(2-((1-(5,6-diphenylpyrazin-2-yl)pyrrolidin-2-yl)methoxy)ethoxy)acetic acid